7-(4-methyl-1,4-diazepan-1-yl)quinolin-4-amine CN1CCN(CCC1)C1=CC=C2C(=CC=NC2=C1)N